3-{1-oxo-4-[2-(piperidin-4-yl)ethynyl]-3H-isoindol-2-yl}piperidine-2,6-dione O=C1N(CC2=C(C=CC=C12)C#CC1CCNCC1)C1C(NC(CC1)=O)=O